CN(C1(CN(C1)C1=CC=C2C(=NN=C(C2=C1)N[C@H](C)C1=C(C(=CC=C1)C(F)(F)F)C)C)C)C (R)-7-(3-(dimethylamino)-3-methylazetidin-1-yl)-4-methyl-N-(1-(2-methyl-3-(trifluoromethyl)phenyl)ethyl)phthalazin-1-amine